C(CCCCCNC(=N)NC(=N)NCC(CCCC)CCCC)NC(=N)NC(=N)NCC(CCCC)CCCC 1,1'-(hexane-1,6-diyl)bis(5-(2-butylhexyl)biguanide)